COC=1C=C(C=O)C=C(C1)OCOC 3-methoxy-5-(methoxymethoxy)benzaldehyde